methyl 5-[(3R,5S)-4-tert-butoxycarbonyl-3,5-dimethyl-piperazin-1-yl]-3-cyano-1,6-naphthyridine-8-carboxylate C(C)(C)(C)OC(=O)N1[C@@H](CN(C[C@@H]1C)C1=C2C=C(C=NC2=C(C=N1)C(=O)OC)C#N)C